4-((2S,5R)-4-acryloyl-2,5-dimethylpiperazin-1-yl)-1-(2-cyclobutyl-6-(methylsulfonyl)phenyl)-6-fluoro-7-(2-fluoro-6-hydroxyphenyl)pyridino[2,3-d]pyrimidin-2(1H)-one C(C=C)(=O)N1C[C@@H](N(C[C@H]1C)C=1C2=C(N(C(N1)=O)C1=C(C=CC=C1S(=O)(=O)C)C1CCC1)N=C(C(=C2)F)C2=C(C=CC=C2O)F)C